2-(4,7-Dichloro-6-(4-((4-fluoro-4-(hydroxymethyl)piperidin-1-yl)methyl)phenyl)-2H-indazol-2-yl)-2-((R)-6-fluoro-6,7-dihydro-5H-pyrrolo[1,2-c]imidazol-1-yl)-N-(thiazol-2-yl)acetamide ClC=1C2=CN(N=C2C(=C(C1)C1=CC=C(C=C1)CN1CCC(CC1)(CO)F)Cl)C(C(=O)NC=1SC=CN1)C1=C2N(C=N1)C[C@@H](C2)F